1-(2-methylsulfonylethyl)pyrazole-4-carbaldehyde CS(=O)(=O)CCN1N=CC(=C1)C=O